4-[[2-(4-bromo-5-chloro-2-methoxy-phenyl)acetyl]amino]-N-tert-butyl-pyridine-2-carboxamide BrC1=CC(=C(C=C1Cl)CC(=O)NC1=CC(=NC=C1)C(=O)NC(C)(C)C)OC